CO[Si](C(CO)C)(OC)OC 2-(trimethoxysilyl)propanol